[OH-].ClC=1C=CC2=C([N+](=C(S2)C=CC2=C(C(CC2)=CC=C2SC3=C(N2CCCCS(=O)(=O)O)C=C(C=C3)Cl)N(C3=CC=CC=C3)C3=CC=CC=C3)CCCCS(=O)(=O)O)C1 5-Chloro-2-[2-(3-[2-[5-chloro-3-(4-sulfobutyl)-3H-benzothiazol-2-ylidene]-ethylidene]-2-diphenylaminocyclopent-1-enyl)-vinyl]-3-(4-sulfobutyl)-benzothiazolium hydroxide